phenyl(naphthylphenyl)anthracene-d8 4-methoxy-3-(5-(thiophen-2-yl)pyridin-3-yl)phenyl-cyclohexylcarbamate COC1=C(C=C(C=C1)N(C(O)=O)C1CCCCC1)C=1C=NC=C(C1)C=1SC=CC1.C1(=CC=CC=C1)C1=C2C(=C(C(=C(C2=C(C=2C(=C(C(=C(C12)[2H])[2H])[2H])[2H])[2H])[2H])[2H])[2H])C1=C(C=CC=C1)C1=CC=CC2=CC=CC=C12